ClC=1N=C(C2=C(N1)NC=C2)CN2CCCC2 2-chloro-4-(pyrrolidin-1-ylmethyl)-7H-pyrrolo[2,3-d]pyrimidine